4,6-dideoxy-4-formylamino-α-mannopyranose C(=O)N[C@H]1[C@@H]([C@@H]([C@@H](O)O[C@@H]1C)O)O